(S)-5-(benzyloxy)-6-methoxy-1,2,3,4-tetrahydroisoquinoline-3-carboxylic acid methyl ester hydrochloride Cl.COC(=O)[C@H]1NCC2=CC=C(C(=C2C1)OCC1=CC=CC=C1)OC